C(#N)C1=C(C=CC=C1)SC=1C=2N(C=C(C1)C=1C=NN(C1)[C@H]1CNC(CC1)=O)N=CC2C#N (R)-4-((2-cyanophenyl)thio)-6-(1-(6-oxopiperidin-3-yl)-1H-pyrazol-4-yl)pyrazolo[1,5-a]pyridine-3-carbonitrile